propyl-carbazate C(CC)OC(NN)=O